FC(CN1C(=NC2=NC=C(C=C21)C2=CNC=1N=C(N=CC12)NC1CCC(CC1)C(=O)N(C)C)C)F 4-((5-(1-(2,2-difluoroethyl)-2-methyl-1H-imidazo[4,5-b]pyridin-6-yl)-7H-pyrrolo[2,3-d]pyrimidin-2-yl)amino)-N,N-dimethylcyclohexane-1-carboxamide